(R or S)-3-(4-{[5-amino-6-fluoro-7-(8-methyl-2,3-dihydro-1H-pyrido[2,3-b][1,4]oxazin-7-yl)quinazolin-2-yl]amino}-3-methoxyphenyl)-1-methylpyrrolidin-2-one NC1=C2C=NC(=NC2=CC(=C1F)C1=C(C2=C(OCCN2)N=C1)C)NC1=C(C=C(C=C1)[C@@H]1C(N(CC1)C)=O)OC |o1:30|